NC1=C(OCCOC2=C(C=CC=C2)N)C=CC=C1 1,2-bis-(o-Aminophenoxy)-ethane